5-(5-(1-benzylpiperidin-4-yl)-4H-1,2,4-triazol-3-yl)-2-(3,4-dimethoxyphenyl)-3-isopropyl-1H-indole C(C1=CC=CC=C1)N1CCC(CC1)C=1NC(=NN1)C=1C=C2C(=C(NC2=CC1)C1=CC(=C(C=C1)OC)OC)C(C)C